C(C1=CC=CC=C1)N1CCN(CC1)CS1C(NN2C1=NCCCC2=O)=S 1-[(4-benzylpiperazin-1-yl)methyl]-2-sulfanylidene-1H,2H,5H,6H,7H,8H-[1,3,4]thiadiazolo[3,2-a][1,3]diazepin-5-one